7-[[6-[(3R)-3-amino-1-piperidyl]-2-pyridyl]amino]-4-(1-methylpyrrolo[2,3-b]pyridin-4-yl)-2,3-dihydropyrrolo[3,4-c]pyridin-1-one N[C@H]1CN(CCC1)C1=CC=CC(=N1)NC=1C2=C(C(=NC1)C1=C3C(=NC=C1)N(C=C3)C)CNC2=O